(1,4-diazabicyclo[3.2.2]nonan-4-yl)(3-(4-methoxy-1H-pyrazol-1-yl)-5,6-dihydrocyclopenta[c]pyrazol-1(4H)-yl)-methanone N12CCN(C(CC1)CC2)C(=O)N2N=C(C1=C2CCC1)N1N=CC(=C1)OC